4-(6-chloro-3-(2-(4-methylpiperazin-1-yl)ethoxy)pyridazin-4-yl)pyridine-2,4-diamine ClC1=CC(=C(N=N1)OCCN1CCN(CC1)C)C1(CC(=NC=C1)N)N